C(C=CCCCCCCCCCCCCCCCC)(N)(N)N nonadecenetriamine